C(C=C)(=O)N1CC2(C1)CC(C2)N2N=C(C(=C2C)C2=C1C=NNC1=CC(=C2Cl)C)C2=CC1=C(OC(CN1C)=O)C=C2 6-(1-(2-Acryloyl-2-azaspiro[3.3]heptan-6-yl)-4-(5-chloro-6-methyl-1H-indazol-4-yl)-5-methyl-1H-pyrazol-3-yl)-4-methyl-3,4-dihydro-2H-benzo[b][1,4]oxazin-2-on